2-(4-bromo-1H-pyrazol-1-yl)propionic acid BrC=1C=NN(C1)C(C(=O)O)C